manganese(II) methoxide C[O-].[Mn+2].C[O-]